C(C)(C)(C)OP(=O)(OC(C)(C)C)OC[C@H]1[C@H]([C@@H]1C(=O)OC(C)(C)C)C(=O)OCCl 1-(tert-butyl) 2-(chloromethyl) (1R,2R,3R)-3-(((di-tert-butoxyphosphoryl)oxy)methyl)cyclopropane-1,2-dicarboxylate